C1(CC1)S(=O)(=O)NC=1SC=C(N1)C(C)(C)N1CC=CC(=C1)C1=NC(=CN=C1)C(F)(F)F N-(2-(2-(cyclopropanesulfonylamino)thiazol-4-yl)propan-2-yl)-5-(6-(trifluoromethyl)pyrazin-2-yl)pyridine